1,5-dimethyl-1H-1,2,4-triazole-3-carboxamide CN1N=C(N=C1C)C(=O)N